BrC1=C(C(=O)OC)C=C(C=C1C)C methyl 2-bromo-3,5-dimethylbenzoate